C(C)N(C(=O)NC1=CC=CC=C1)CC 1,1-diethyl-3-phenylurea